COC1=C(C(=O)NC2=NC=CC=C2)C=CC=C1 2-methoxy-N-(2-pyridyl)benzamide